tert-butyl (3-(3-(4-acrylamidophenyl)propanamido)phenyl)carbamate C(C=C)(=O)NC1=CC=C(C=C1)CCC(=O)NC=1C=C(C=CC1)NC(OC(C)(C)C)=O